5-((5-methoxypyridin-2-yl)methoxy)-1,3,4-thiadiazol-2-amine COC=1C=CC(=NC1)COC1=NN=C(S1)N